C(CC)OC(C(CCC)O)=O.C(C1CO1)OCCC[Si](C)(C)C gamma-(2,3-epoxypropoxy)propyl-trimethylsilane propyl-alpha-hydroxypentanoate